3-amino-4-(7-fluoro-1H-indazol-4-yl)-6-[[(2S)-oxolan-2-yl]methoxy]-1H-1,7-phenanthrolin-2-one NC=1C(NC2=C3C=CC=NC3=C(C=C2C1C1=C2C=NNC2=C(C=C1)F)OC[C@H]1OCCC1)=O